N(=O)N(O)C1=C(C=CC=C1)CC N-nitroso-N-(2-ethylphenyl)-hydroxylamine